1-hydroxyethyl-3-methylimidazole tetrafluoroborate salt F[B-](F)(F)F.OC(C)C1=NC=CN1C